N1C=CC2=NC(=CC=C21)C#N 1H-pyrrolo[3,2-b]pyridine-5-carbonitrile